C(C=C)(=O)N1[C@@H](CC1)C1=C2C=C(N=CC2=C(C=C1)N1[C@@H]([C@H](C1)N(S(=O)(=O)C)C(C)C)C)NC1=NC(=NC=C1)N1CCC(CC1)OC N-((2R,3S)-1-(5-((S)-1-acryloylazetidin-2-yl)-3-((2-(4-methoxypiperidin-1-yl)pyrimidin-4-yl)amino)isoquinolin-8-yl)-2-methylazetidin-3-yl)-N-isopropylmethanesulfonamide